1-oxo-1,2,3,4-tetrahydroisoquinolin-6-yl 4-guanidino-2-methylbenzoate hydrochloride Cl.N(C(=N)N)C1=CC(=C(C(=O)OC=2C=C3CCNC(C3=CC2)=O)C=C1)C